Lithium tetrachloroaluminate lithium salt [Li+].Cl[Al-](Cl)(Cl)Cl.[Li+].Cl[Al-](Cl)(Cl)Cl